C(C)(C)(C)OC(=O)N1C(C=2N(C=3C(=CC=CC13)C)C1=CC=C3C(=C1C2)C=CC=C3)=O 1-methyl-6-oxobenzo[4,5]indolo[1,2-a]quinoxaline-5(6H)-carboxylic acid tert-butyl ester